tert-butyl 4-[4-[3-(dimethylamino) anilino]-6-phenyl-pyrimidin-2-yl]-3,6-dihydro-2H-pyridine-1-carboxylate CN(C=1C=C(NC2=NC(=NC(=C2)C2=CC=CC=C2)C=2CCN(CC2)C(=O)OC(C)(C)C)C=CC1)C